C1(=CC=CC=C1)C(C=1N=NC=CC1)C1CCNCC1 3-[phenyl-(4-piperidinyl)methyl]Pyridazine